2,4-bismethoxy-benzylamine COC1=C(CN)C=CC(=C1)OC